tetraethoxytetra-n-butoxysilane C(C)OC(CCC(OCC)(OCC)OCC)O[Si](OCCCC)(OCCCC)OCCCC